bromo-3,3-dimethylindoline BrN1CC(C2=CC=CC=C12)(C)C